8-(4-fluorophenyl)-4-oxo-2-(prop-2-yn-1-ylsulfanyl)-3H-pyrazolo[1,5-a][1,3,5]triazine-7-carbaldehyde FC1=CC=C(C=C1)C=1C(=NN2C1N=C(NC2=O)SCC#C)C=O